N-(3-(2,6-dioxopiperidin-3-yl)-1-methyl-1H-indazol-6-yl)-2-(4-((R)-3-(3-methyl-4-(4,4,5,5-tetramethyl-1,3,2-dioxaborolan-2-yl)phenoxy)butyl)piperidin-1-yl)acetamide O=C1NC(CCC1C1=NN(C2=CC(=CC=C12)NC(CN1CCC(CC1)CC[C@@H](C)OC1=CC(=C(C=C1)B1OC(C(O1)(C)C)(C)C)C)=O)C)=O